FC1=C(C=C(C=C1C)C1=C(C=C(C=C1C)F)C)[C@H](CC(=O)OCC)NC([C@H](CC(C)C)NC(=O)N1N=C2CNCCC2=C1)=O ethyl (3S)-3-{4,4'-difluoro-2',5,6'-trimethyl-[1,1'-biphenyl]-3-yl}-3-[(2S)-4-methyl-2-({2H,4H,5H,6H,7H-pyrazolo[3,4-c]pyridine-2-carbonyl}amino)pentanamido]propanoate